O1CCN(CC1)C1=CC(=NC=2N1N=C(C2)C(CO)O)N2N=C(C=C2)C2=CC=CC=C2 1-(7-morpholino-5-(3-phenyl-1H-pyrazol-1-yl)pyrazolo[1,5-a]pyrimidin-2-yl)ethane-1,2-diol